(S)-(4-((3-cyano-4-fluorophenyl)carbamoyl)-7-fluoro-2,3-dihydro-1H-inden-1-yl) carbamate C(N)(O[C@H]1CCC2=C(C=CC(=C12)F)C(NC1=CC(=C(C=C1)F)C#N)=O)=O